OC1=NC=CC(=C1SC1=NC(=C(C(=N1)C)C)C)C(=N)N hydroxy-3-[(4,5,6-trimethylpyrimidin-2-yl)sulfanyl]pyridine-4-carboxamidine